CC(=CC(C)P(CC)CC)C=C(C)C 2,4-dimethylpentadienyltriethylphosphine